p-toluensulfonyl chloride CC1=CC=C(C=C1)S(=O)(=O)Cl